FC=1C=C2C(=CNC2=CC1)NC(=O)C1=CC2=C(SCC(N2CC2=CC(=CC(=C2)C(F)(F)F)F)=O)S1 N-(5-fluoro-1H-indol-3-yl)-1-(3-fluoro-5-(trifluoromethyl)benzyl)-2-oxo-2,3-dihydro-1H-thieno[2,3-b][1,4]thiazine-6-carboxamide